N-e-azido-lysine N[C@@H](CCCCN=[N+]=[N-])C(=O)O